FC1=C(C=C(C=C1)NC(=O)[C@H]1[C@H]/2CC[C@@H]([C@H]1NC(C(F)(F)F)=O)\C2=C/C#C[Si](C)(C)C)C(F)(F)F (1R,2S,3R,4R,Z)-N-(4-fluoro-3-(trifluoromethyl)phenyl)-3-(2,2,2-trifluoroacetamido)-7-(3-(trimethylsilyl)prop-2-yn-1-ylidene)bicyclo[2.2.1]heptane-2-carboxamide